3-(5,6-dihydro-4H-1,3-dithiin-1-ium-2-yl)-4,6-difluoro-7-propyl-dibenzothiophene trifluoromethanesulfonate FC(S(=O)(=O)[O-])(F)F.[S+]1=C(SCCC1)C=1C=CC2=C(SC3=C2C=CC(=C3F)CCC)C1F